5-[[2-[(2R,5S)-2-[3-(dimethylamino)phenyl]-5-methyl-1-piperidyl]-2-oxo-acetyl]amino]pyridine-3-carboxamide CN(C=1C=C(C=CC1)[C@@H]1N(C[C@H](CC1)C)C(C(=O)NC=1C=C(C=NC1)C(=O)N)=O)C